(S)-2-amino-3-(1H-pyrrolo[2,3-c]pyridin-3-yl)propionic acid N[C@H](C(=O)O)CC1=CNC2=CN=CC=C21